sodium (20S)-3-oxopregna-4-ene-20-carboxylate O=C1C=C2CC[C@H]3[C@@H]4CC[C@H]([C@H](C)C(=O)[O-])[C@]4(CC[C@@H]3[C@]2(CC1)C)C.[Na+]